2-oxo-2-[(2R,5S)-2-[2-(1-azabicyclo[2.2.1]heptan-4-yl)-1,3-benzothiazol-5-yl]-5-methyl-1-piperidyl]-N-[1-(2-trimethylsilylethoxymethyl)pyrazolo[4,3-c]pyridin-7-yl]acetamide O=C(C(=O)NC=1C2=C(C=NC1)C=NN2COCC[Si](C)(C)C)N2[C@H](CC[C@@H](C2)C)C=2C=CC1=C(N=C(S1)C13CCN(CC1)C3)C2